((2S,3R,4R)-4-(3,5-dimethoxybenzyl)-2-(3,4-dimethoxyphenyl)tetrahydrofuran-3-yl)methanol COC=1C=C(C[C@@H]2[C@@H]([C@H](OC2)C2=CC(=C(C=C2)OC)OC)CO)C=C(C1)OC